C(C(C)C)(=O)OC1=CC=C2C(C=C(OC2=C1)C1=CC=CC=C1)=O 7-isobutyryloxy-2-phenylchromone